8-(1-cyanopropan-2-yl)-N-methyl-6,9-dioxo-5-(4-(trifluoromethyl)benzyl)-2,5,8-triazaspiro[3.5]-nonane-2-carboxamide C(#N)CC(C)N1CC(N(C2(CN(C2)C(=O)NC)C1=O)CC1=CC=C(C=C1)C(F)(F)F)=O